Tert-butyl 2'-methyl-6'-(4-(trifluoromethyl)cyclohexyl)-[1,1'-biphenyl]-2-carboxylate CC1=C(C(=CC=C1)C1CCC(CC1)C(F)(F)F)C=1C(=CC=CC1)C(=O)OC(C)(C)C